C(C)(C)(C)C1(N(CCCC1)C(=O)O)C=1NC=CN1 tert-butyl-2-(1H-imidazol-2-yl)piperidine-1-carboxylic acid